BrC1=NN(C(=C1)CCl)C[C@@H](COCCCO[Si](C1=CC=CC=C1)(C1=CC=CC=C1)C(C)(C)C)N (2S)-1-[3-bromo-5-(chloromethyl)pyrazol-1-yl]-3-[3-[tert-butyl(diphenyl)silyl]oxypropoxy]propan-2-amine